C1CCC(CC1)NCCS(=O)(=O)O N-cyclohexyltaurine